1H-imidazo[4,5-c]Pyridin-2(3H)-one N1C(NC=2C=NC=CC21)=O